CN1CCC(CC1)OC=1C=C2CN(CC2=CC1)C(=O)OC(C)(C)C tert-butyl 5-((1-methylpiperidin-4-yl)oxy)isoindoline-2-carboxylate